2-cyclohexyl-N,N'-bis(2-oxospiro[indoline-3,4'-tetrahydropyran]-6-yl)propanediamide C1(CCCCC1)C(C(=O)NC1=CC=C2C(=C1)NC(C21CCOCC1)=O)C(=O)NC1=CC=C2C(=C1)NC(C21CCOCC1)=O